COC(=O)C1=C(SC(=C1C)C(N)=O)NC(C(CC1=CC=CC=C1)N1C(C2=CC=CC=C2C1=O)=O)=O 5-Carbamoyl-2-[2-(1,3-dioxo-1,3-dihydro-isoindol-2-yl)-3-phenyl-propionylamino]-4-methyl-thiophene-3-carboxylic acid methyl ester